O1C(CCCC1)OCCN1[C@@H](CCC1)CO [(2S)-1-[2-(Oxan-2-yloxy)ethyl]pyrrolidin-2-yl]methanol